ClC1=C(C=C(C(=C1)F)C1=NC=NC2=CC(=CC=C12)N1CCOCC1)C(O)C=1N=NC=CC1OC [2-Chloro-4-fluoro-5-(7-morpholin-4-yl-quinazolin-4-yl)phenyl]-(4-methoxy-pyridazin-3-yl)methanol